2'-O-Methoxyethyluridine COCCO[C@H]1[C@@H](O[C@@H]([C@H]1O)CO)N1C(=O)NC(=O)C=C1